2,4-dichloro-7-(6-(cyclohexyloxy)pyridin-3-yl)-5,7-dihydro-6H-pyrrolo[2,3-d]pyrimidin-6-one ClC=1N=C(C2=C(N1)N(C(C2)=O)C=2C=NC(=CC2)OC2CCCCC2)Cl